7-((3as,4R,6R,6aR)-6-(aminomethyl)-2,2-dimethyltetrahydro-4H-cyclopenta[d][1,3]dioxol-4-yl)-2-chloro-5-phenyl-7H-pyrrolo[2,3-d]pyrimidin-4-amine NC[C@H]1C[C@H]([C@H]2[C@@H]1OC(O2)(C)C)N2C=C(C1=C2N=C(N=C1N)Cl)C1=CC=CC=C1